ClC=1C=C(C=CC1F)NC(=O)C=1N(S(N=C(C1)C=1SC(=CC1)F)(=O)=O)C N-(3-chloro-4-fluorophenyl)-5-(5-fluorothiophen-2-yl)-2-methyl-2H-1,2,6-thiadiazine-3-carboxamide 1,1-dioxide